pyrrolyl-pyrimidine N1C(=CC=C1)C1=NC=CC=N1